BrC=1SC(=C(N1)CBr)C 2-bromo-4-(bromomethyl)-5-methylthiazole